(3R)-3-(4-Chlorophenyl)-2-[(5-chloropyridin-2-yl)methyl]-4-fluoro-3-({1-[hydroxy(2H2)methyl]cyclopropyl}(2H2)methoxy)-6-(prop-1-en-2-yl)-2,3-dihydro-1H-isoindol-1-one ClC1=CC=C(C=C1)[C@@]1(N(C(C2=CC(=CC(=C12)F)C(=C)C)=O)CC1=NC=C(C=C1)Cl)OC([2H])([2H])C1(CC1)C([2H])([2H])O